C(C1=CC=CC=C1)OC(C[C@@H](C(=O)NCCCCCC(=O)N(CCO[C@@H]1[C@@H](O)[C@@H](O)[C@H](O)[C@H](O1)CO)CCO[C@@H]1[C@@H](O)[C@@H](O)[C@H](O)[C@H](O1)CO)NC(=O)OCC1=CC=CC=C1)=O.FC(C=1C=C(C=CC1)C=O)(F)F (3-(trifluoromethyl)phenyl)methanone benzyl-(S)-3-{[(benzyloxy)carbonyl]amino}-4-{[6-(bis{2-[(α-D-mannopyranosyl)oxy]ethyl}amino)-6-oxohexyl]amino}-4-oxobutanoate